2'-(3-(isopropylsulfonyl)-1H-pyrazol-1-yl)-5',6-dimethyl-2H-[1,4'-bipyridine] C(C)(C)S(=O)(=O)C1=NN(C=C1)C1=NC=C(C(=C1)N1CC=CC=C1C)C